FC1(CC(C1)(C(=O)N1[C@@H](C[C@H](C1)F)C(=O)OC)C(F)(F)F)F methyl (2S,4R)-1-[3,3-difluoro-1-(trifluoromethyl)cyclobutanecarbonyl]-4-fluoropyrrolidine-2-carboxylate